(S)-4-(7-(4-Chloropyridin-2-yl)-5-(isopropyl-(methyl)amino)-7H-pyrrolo[2,3-d]pyrimidin-4-yl)-3-methylpiperazine-1-carboxylic acid tert-butyl ester C(C)(C)(C)OC(=O)N1C[C@@H](N(CC1)C=1C2=C(N=CN1)N(C=C2N(C)C(C)C)C2=NC=CC(=C2)Cl)C